CC=1C(NC(N(C1)[C@@H]1O[C@H](CN(C1)C(C1=CC=CC=C1)(C1=CC=CC=C1)C1=CC=CC=C1)CC(C(=O)O)CC(=O)O)=O)=O [{(2S,6R)-6-(5-methyl-2,4-dioxo-3,4-dihydropyrimidine-1(2H)-yl)-4-tritylmorpholin-2-yl}methyl]succinic acid